(2S,3S,4R,5R)-3,4-dihydroxyl-N-meth-yl-5-(2-(5-methoxypyridin-3-yl)-6-((pyridin-2-ylmethyl)amino)-9H-purin-9-yl)tetrahydrothiophen-2-formamide O[C@@H]1[C@H](S[C@H]([C@@H]1O)N1C2=NC(=NC(=C2N=C1)NCC1=NC=CC=C1)C=1C=NC=C(C1)OC)C(=O)NC